N-{[4-(5-chloro-3-methylpyridine-2-sulfonyl)phenyl]methyl}imidazo[1,2-a]pyridine-6-carboxamide ClC=1C=C(C(=NC1)S(=O)(=O)C1=CC=C(C=C1)CNC(=O)C=1C=CC=2N(C1)C=CN2)C